The molecule is a hydroxy polyunsaturated fatty acid anion that is the conjugate base of 17(R)-HDoHE arising from deprotonation of the carboxylic acid function; major species at pH 7.3. It has a role as a human xenobiotic metabolite and a mouse metabolite. It is a hydroxy fatty acid anion, a long-chain fatty acid anion, a polyunsaturated fatty acid anion and a hydroxydocosahexaenoate. It is a conjugate base of a 17(R)-HDoHE. CC/C=C\\C[C@H](/C=C/C=C\\C/C=C\\C/C=C\\C/C=C\\CCC(=O)[O-])O